anilinothiourea N(C1=CC=CC=C1)NC(=S)N